5-(2-(3-fluoroazetidin-1-yl)ethyl)pyrimidin-2-ol FC1CN(C1)CCC=1C=NC(=NC1)O